[N+](=O)([O-])C1=CC=C(CN[C@@H](C)C(=O)N[C@@H](C)C(=O)N[C@@H](CC(N)=O)C(=O)[O-])C=C1 4-nitrobenzyl-L-alanyl-L-alanyl-L-asparaginate